CON(C(CC=1SC=CC1C=C)=O)C N-methoxy-N-methyl-2-(3-vinyl-2-thienyl)acetamide